Methyl 4-((3-(tert-butoxycarbonyl)phenyl)amino)-6-chloropyridazine-3-carboxylate C(C)(C)(C)OC(=O)C=1C=C(C=CC1)NC1=C(N=NC(=C1)Cl)C(=O)OC